3-hydroxytetrahydro-4H-thiopyran-4-one OC1CSCCC1=O